7-allyl-2,6-dichloro-7H-purine C(C=C)N1C=NC2=NC(=NC(=C12)Cl)Cl